trans-methacrolein O=CC(C)=C